BrC1=C(C(=NC(=C1)Br)C(=O)OC)OC methyl 4,6-dibromo-3-methoxypyridine-2-carboxylate